BrC=1C=C2C(=NC1)N(N=C2CC(F)F)COCC[Si](C)(C)C 5-bromo-3-(2,2-difluoroethyl)-1-[[2-(trimethylsilyl)ethoxy]methyl]pyrazolo[3,4-b]pyridine